FC=1C=C(COC=2C=C3N(C(N2)=O)CC2N3CCC2)C=C(C1OC1(CC1)CCF)F 3-((3,5-difluoro-4-(1-(2-fluoroethyl)cyclopropoxy)benzyl)oxy)-7,8,8a,9-tetrahydropyrrolo[1',2':3,4]imidazo[1,2-c]pyrimidin-1(6H)-one